(2R,6S)-N-{2-benzyl-2-azaspiro[3.3]heptan-6-yl}-2,6-dimethyl-4-(quinazolin-2-yl)piperazine-1-carboxamide C(C1=CC=CC=C1)N1CC2(C1)CC(C2)NC(=O)N2[C@@H](CN(C[C@@H]2C)C2=NC1=CC=CC=C1C=N2)C